N-[(2,6-dimethyl-5,6-dihydro-2H-pyran-3-yl)methylene]hydroxylamine tert-butyl-3-[4-[2-(2,6-dioxo-3-piperidyl)-3-oxo-isoindolin-5-yl]-1-piperidyl]azetidine-1-carboxylate C(C)(C)(C)OC(=O)N1CC(C1)N1CCC(CC1)C=1C=C2C(N(CC2=CC1)C1C(NC(CC1)=O)=O)=O.CC1OC(CC=C1C=NO)C